C(CCC)C(COC1=CC=C(C=C1)C=1C(=CC=CC1)C=1C(=CC=CC1)C1=CC=C(C=C1)OCC(CCCCCC)CCCC)CCCCCC 4,4'''-Bis-(2-butyloctyloxy)-quaterphenyl